OCCS(=O)(=O)NC1=CC(=C(C(=O)NC=2C(N(C=CC2)C2CCOCC2)=O)C=C1)N1CCC2(CC2)CC1 4-((2-hydroxyethyl)sulfonamido)-N-(2-oxo-1-(tetrahydro-2H-pyran-4-yl)-1,2-dihydropyridin-3-yl)-2-(6-azaspiro[2.5]octan-6-yl)benzamide